2-Methyl-propane-2-sulfonic acid {3-[6-amino-8-(6-iodo-3-oxo-indan-5-ylsulfanyl)-purin-9-yl]-propyl}-amide NC1=C2N=C(N(C2=NC=N1)CCCNS(=O)(=O)C(C)(C)C)SC=1C=C2C(CCC2=CC1I)=O